tetrastyrene azide [N-]=[N+]=[N-].C=CC1=CC=CC=C1.C=CC1=CC=CC=C1.C=CC1=CC=CC=C1.C=CC1=CC=CC=C1